OC=1C=C(C=C(C1)O)/C=C/C(=O)N1CCN(CC1)C(C1=CC(=CC=C1)O)=O (E)-3-(3,5-dihydroxyphenyl)-1-[4-(3-hydroxybenzoyl)piperazin-1-yl]prop-2-en-1-one